tert-Butyl 4-(4-(1-(((2-(2,6-dioxopiperidin-3-yl)-1-oxoisoindolin-4-yl)oxy)methyl)cyclopropyl)piperazine-1-yl)piperidine-1-carboxylate O=C1NC(CCC1N1C(C2=CC=CC(=C2C1)OCC1(CC1)N1CCN(CC1)C1CCN(CC1)C(=O)OC(C)(C)C)=O)=O